CC1=NC=2C(=NC(=CC2)C2=CC(=NC=C2)N)N1C=1C=NC(=CC1)CN1CCOCC1 4-(2-methyl-3-(6-(morpholinomethyl)pyridin-3-yl)-3H-imidazo[4,5-b]pyridin-5-yl)pyridin-2-amine